FC(C=1C=C(OC2=C3C(C(C3=C(C=C2)I)O)(F)F)C=C(C1)F)F 2-[3-(difluoromethyl)-5-fluorophenoxy]-8,8-difluoro-5-iodobicyclo[4.2.0]octa-1,3,5-trien-7-ol